ClC1=CC(=C(C=C1)NC(=O)[C@H]1[C@H]2[C@@H]3C[C@@H]3[C@@H]([C@@H]1C1=CC(=NC=C1)C)O2)C#N (1S,2S,4R,5R,6R,7S)-N-(4-chloro-2-cyanophenyl)-7-(2-methylpyridin-4-yl)-8-oxatricyclo[3.2.1.02,4]octane-6-carboxamide